S1C(=NC=C1)C1=NC(=CC(=C1)N)C=1SC=CN1 2,6-bis(thiazol-2-yl)pyridin-4-amine